C(C)(C)(C)OC([C@@H](NC(CNC([C@@H](NC(C1=CC(=CC=C1)CNC(=O)OC(C)(C)C)=O)CC(OC(C)(C)C)=O)=O)=O)CCCCNC(=O)OCC1=CC=CC=C1)=O N-(3-{[(t-butoxycarbonyl)amino]methyl}benzoyl)-O4-t-butyl-L-α-aspartylglycinyl-N6-[(benzyloxy)carbonyl]-L-lysine t-butyl ester